C(=O)C12CC(C1)(C2)N2C(N1[C@@H](CN(CC1)C(=O)OCCCC)C2)=O butyl (R)-2-(3-formylbicyclo[1.1.1]pentan-1-yl)-3-oxohexahydroimidazo[1,5-a]pyrazine-7(1H)-carboxylate